[Cl-].[Cl-].[Cl-].CC1=C(C(=C(C1(C)[Zr+3])C)C)C (pentamethylcyclopentadienyl)zirconium trichloride